[Si](C)(C)(C(C)(C)C)OCCN1N=C(C=C1CO)OC1CN(C1)C(=O)OC(C)(C)C tert-butyl 3-[1-[2-[tert-butyl(dimethyl)silyl]oxyethyl]-5-(hydroxymethyl)pyrazol-3-yl]oxyazetidine-1-carboxylate